ethyl 2-[5-bromo-7-(1-hydroxycyclobutyl)-4-oxo-pyrrolo[2,1-f][1,2,4]triazin-3-yl]acetate BrC=1C=C(N2N=CN(C(C21)=O)CC(=O)OCC)C2(CCC2)O